CC=1N(C=C(N1)C(F)(F)F)C1=CC=C(C=C1)C1=CC(=CC=C1)S(=O)(=O)C 4-(2-methyl-4-(trifluoromethyl)-1H-imidazol-1-yl)-3'-(methylsulfonyl)-[1,1'-biphenyl]